(S)-2-[2-(1,1-difluoropropyl)-4-iodophenoxy]propionic acid FC(CC)(F)C1=C(O[C@H](C(=O)O)C)C=CC(=C1)I